5'-methoxyl-(5-methyl-1,3,4-oxadiazol-2-yl)-6-oxo-1,6-dihydro-[3,4'-bipyridine]-4-carboxamide O(C)C=1C(=CC=NC1)C1=CN(C(C=C1C(=O)N)=O)C=1OC(=NN1)C